S''-((1,3,5-triazinane-1,3,5-triyl)tris(propane-3,1-diyl)) tris(4-methylbenzenesulfonothioate) CC1=CC=C(C=C1)S(=O)(OCCCN1CN(CN(C1)CCCOS(=O)(=S)C1=CC=C(C=C1)C)CCCOS(=O)(=S)C1=CC=C(C=C1)C)=S